5-amino-8-(2,6-dimethyl-4-pyridyl)-2-[(5-fluoro-1-methyl-6-oxo-2-pyridyl)methyl]-7-phenyl-[1,2,4]triazolo[4,3-c]pyrimidin-3-one NC1=NC(=C(C=2N1C(N(N2)CC=2N(C(C(=CC2)F)=O)C)=O)C2=CC(=NC(=C2)C)C)C2=CC=CC=C2